1-(5-(bis(4-methoxybenzyl)amino)-2-bromophenyl)-4,4-difluorocyclohexan-1-ol COC1=CC=C(CN(C=2C=CC(=C(C2)C2(CCC(CC2)(F)F)O)Br)CC2=CC=C(C=C2)OC)C=C1